isopropyl 4-(4-hydroxyphenyl)-6-methyl-2-thioxo-1,2,3,4-tetrahydropyrimidine-5-carboxylate OC1=CC=C(C=C1)C1NC(NC(=C1C(=O)OC(C)C)C)=S